O1COC(C2=C1C=CC=C2)B(O)O 4H-benzo[d][1,3]dioxin-4-ylboronic acid